N1=C(N=CC2=C1CNCC2)N 5H,6H,7H,8H-pyrido[3,4-d]pyrimidin-2-amine